(racemic)-tert-butyl 3-methylpiperazine-1-carboxylate C[C@@H]1CN(CCN1)C(=O)OC(C)(C)C |r|